3,6-dihydroxyacridine OC=1C=CC2=CC3=CC=C(C=C3N=C2C1)O